NCCNC(=O)CCC(C(=O)O)N1CCN(CCN(CCN(CC1)CC(=O)O)CC(=O)O)CC(=O)O 4-[(2-aminoethyl)carbamoyl]-2-[4,7,10-tris(carboxymethyl)-1,4,7,10-tetraazacyclododecan-1-yl]Butyric acid